ClC=1C=CC(=C(C1)C1=NN(C=C1C=1N=C2C=C(C=NC2=CC1)N1C[C@@H](N(CC1)C(=O)OC(C)(C)C)C(=O)OC)C1OCCCC1)F 1-(tert-butyl) 2-methyl (2R)-4-(6-(3-(5-chloro-2-fluorophenyl)-1-(tetrahydro-2H-pyran-2-yl)-1H-pyrazol-4-yl)-1,5-naphthyridin-3-yl)piperazine-1,2-dicarboxylate